CCCCCCCCCC(=O)O[C@@H]1[C@@H]([C@H]([C@@H](O[C@H]1O[C@H]2[C@@H](O[C@@H]3[C@@H]([C@@H]2OC(=O)CCCCCCCCC[C@@H](O[C@H]4[C@H](O3)[C@H]([C@H]([C@H](O4)C)O)O)CCCCC)O)C)C)O[C@H]5[C@@H]([C@@H]([C@H]([C@@H](O5)C)OC(=O)[C@@H](C)CC)O)OC(=O)/C=C/C6=CC=CC=C6)O[C@H]7[C@@H]([C@@H]([C@H]([C@@H](O7)C)O)O)O The molecule is a resin glycoside that is the pentasaccharide derivative of jalapinolic acid. Isolated from the aerial parts of Ipomoea pes-caprae, it has been found to exhibit potential inhibitory effect against multidrug resistance in the human breast cancer cell line. It has a role as a metabolite. It is a cinnamate ester, a macrocyclic lactone, a pentasaccharide derivative, a resin glycoside and a decanoate ester. It derives from a decanoic acid, a (S)-2-methylbutyric acid, a jalapinolic acid and a trans-cinnamic acid.